FC1(OC2=C(O1)C=CC(=C2)N(C(=O)C=2C=C(C=CC2)N2N=C(C1=C2C(COC1)OC1=CC=C(C(=O)OC(C)(C)C)C=C1)C(F)(F)F)C)F tert-Butyl 4-[[1-[3-[(2,2-difluoro-1,3-benzodioxol-5-yl)-methyl-carbamoyl]phenyl]-3-(trifluoromethyl)-6,7-dihydro-4H-pyrano[4,3-c]pyrazol-7-yl]oxy]benzoate